bromo-1,5,6,7-tetrahydro-4H-indol-4-one BrN1C=CC=2C(CCCC12)=O